1-(2'-ethoxy-4'-fluoro-[1,1-biphenyl]-4-yl)-4-phenyl-1H-1,2,3-triazole C(C)OC1=C(C=CC(=C1)F)C1=CC=C(C=C1)N1N=NC(=C1)C1=CC=CC=C1